N[C@@](C(=O)O)(CCCCB(O)O)C1CC(C1)NCC1=CC(=C(C=C1)C1=CC=C(C=C1)F)F (S)-2-amino-6-borono-2-((1S,3R)-3-((2,4'-difluorobiphenyl-4-yl)methylamino)cyclobutyl)hexanoic acid